NC1=C(C=C(C=C1)C(F)(F)F)N(S(=O)(=O)C)C N-(2-Amino-5-(trifluoromethyl)phenyl)-N-methylmethanesulfonamide